5-(7-(1-isopropyl-1H-pyrazol-4-yl)-6-methylimidazo[1,2-b]pyridazin-3-yl)-2-(1-methyl-1H-pyrazol-4-yl)-1,8-naphthyridine C(C)(C)N1N=CC(=C1)C1=CC=2N(N=C1C)C(=CN2)C2=C1C=CC(=NC1=NC=C2)C=2C=NN(C2)C